tert-butyl N-[(1r,4r)-4-[(methanesulfonyloxy)methyl]cyclohexyl]carbamate CS(=O)(=O)OCC1CCC(CC1)NC(OC(C)(C)C)=O